C(C)OC(C(F)(F)OC=1C(=NC(=NC1OC)N(CC1=CC=C(C=C1)OC)CC1=CC=C(C=C1)OC)OC)=O 2-[2-[bis[(4-methoxyphenyl)methyl]amino]-4,6-dimethoxy-pyrimidin-5-yl]oxy-2,2-difluoro-acetic acid ethyl ester